N(C1=CC=CC=C1)C1=CC=C2C=CC=C(C2=C1)O 7-anilino-1-naphthol